(S)-1-(3-chlorophenyl)-3-(isoquinolin-4-yl)-4-methyl-2-oxoimidazoline-4-carbonitrile ClC=1C=C(C=CC1)N1C(N([C@@](C1)(C#N)C)C1=CN=CC2=CC=CC=C12)=O